FC1=NC=CC2=C1C[C@@H]1CC[C@H]2N1C(=O)NC1=CC(=CC=C1)C(F)(F)F (5R,8S)-1-fluoro-N-(3-(trifluoromethyl)phenyl)-6,7,8,9-tetrahydro-5H-5,8-epiminocyclohepta[c]pyridine-10-carboxamide